C1(CC1)N1N=C(C=C1)C(CC1=C(C=CC(=C1)C)S(=O)(=O)NC[C@@H](C)O)=O |r| [2-(1-cyclopropylpyrazol-3-yl)-2-oxo-ethyl]-4-methyl-N-[rac-(2R)-2-hydroxypropyl]benzenesulfonamid